2-Bromo-3-fluorobenzamide BrC1=C(C(=O)N)C=CC=C1F